CS(=O)(=O)CC1CN(C1)C=1C=CC(=C2C=C(N=CC12)NC1=NC(=NC=C1)N1C[C@H]([C@@H](CC1)OC)O)C(C)C (3R,4R)-1-[4-({8-[3-(methanesulfonylmeth-yl)azetidin-1-yl]-5-(propan-2-yl)isoquinolin-3-yl}amino)pyrimidin-2-yl]-4-methoxypiperidin-3-ol